NC=1N=CC2=C(N1)CC[C@@H]2NC([C@H](C)NC(=O)[C@@H]2NC[C@H](C2)CC2=CC=C(C=C2)F)=O (2R,4S)-N-((S)-1-(((S)-2-amino-6,7-dihydro-5H-cyclopenta[d]pyrimidin-5-yl)amino)-1-oxopropan-2-yl)-4-(4-fluorobenzyl)pyrrolidine-2-carboxamide